[Cl-].[Cl-].C[SiH]([Zr](C1C(=CC2=C(C=CC=C12)C1=CC=CC=C1)C)(C1C(=CC2=C(C=CC=C12)C1=CC=CC=C1)C)[SiH3])C dimethyl-disilylbis(2-methyl-4-phenyl-1-indenyl)zirconium dichloride